4-(4-(4-isopropylpiperazin-1-yl)-[1,4'-bipiperidin]-1'-yl)-6-(methylsulfinyl)-3-((4-(tetradecyloxy)phenyl)sulfonyl)quinoline C(C)(C)N1CCN(CC1)C1CCN(CC1)C1CCN(CC1)C1=C(C=NC2=CC=C(C=C12)S(=O)C)S(=O)(=O)C1=CC=C(C=C1)OCCCCCCCCCCCCCC